cyclopropyl-2-(3-pyridinyl)indazole-4-carboxamide C1(CC1)C=1N(N=C2C=CC=C(C12)C(=O)N)C=1C=NC=CC1